ClC=1N=C(C2=C(N1)C1=C(S2)C=C(C=C1)Cl)Cl 2,4,7-trichlorobenzo[4,5]thieno[3,2-d]pyrimidine